ClC=1C(=CC(=NC1)NC(=O)C=1N=C(SC1)C)C=1C=C2N(C[C@@H](N(C2=O)CC2=C(C=CC(=C2)F)CO)COC)C1 (R)-N-(5-chloro-4-(2-(5-fluoro-2-(hydroxymethyl)benzyl)-3-(methoxymethyl)-1-oxo-1,2,3,4-tetrahydropyrrolo[1,2-a]pyrazin-7-yl)pyridin-2-yl)-2-methylthiazole-4-carboxamide